Propenyl Citrate C(CC(O)(C(=O)[O-])CC(=O)[O-])(=O)OC=CC